FC1=C(C(NC=2C=C(C=NC12)CN1CCNCC1)=O)C 4-((8-fluoro-7-methyl-6-oxo-5,6-dihydro-1,5-naphthyridin-3-yl)methyl)piperazine